methaneamide C(=O)N